OC[C@H]1N(CCCC1)CC1=C2CCCC2=C(C=C1OCC=1C=NC=C(C(=O)N)C1)OCC=1C(=C(C=CC1)C1=CC=CC=C1)C (S)-5-(((4-((2-(hydroxymethyl)piperidin-1-yl)methyl)-7-((2-methyl-[1,1'-biphenyl]-3-yl)methoxy)-2,3-dihydro-1H-inden-5-yl)oxy)methyl)nicotinamide